C(C(CCC)CCC)(=O)OC(C1=CC=CC=C1)OC valproic acid, methoxybenzyl ester